(2-fluorophenyl)methyl (2-fluorophenyl)phosphonate FC1=C(C=CC=C1)P(OCC1=C(C=CC=C1)F)([O-])=O